C1=CC=C(C=C1)[As+](C2=CC=CC=C2)(C3=CC=CC=C3)C4=CC=CC=C4 The molecule is an arsonium ion consisting of four phenyl groups attached to a central arsonium. It derives from a hydride of an arsonium.